C(C)OCC=1N(C(=C(N1)CF)C1=CC=CC=C1)CC(C)(O)C 1-[2-(ethoxymethyl)-4-(fluoromethyl)-5-phenyl-1H-imidazol-1-yl]-2-methylpropan-2-ol